Natrium hypobromit Br[O-].[Na+]